S1(C=NC2=C1C=CC=C2)=O benzo-thiazolinone